(7s,15s)-9-(2,6-difluorophenyl)-N-(2-hydroxyethyl)-7,15-dimethyl-13,16-dioxa-18-thia-2,3,5,8-tetraazatetracyclo[8.8.0.02,6.011,17]octadeca-1(10),3,5,8,11(17)-pentaene-4-carboxamide FC1=C(C(=CC=C1)F)C1=N[C@H](C2=NC(=NN2C=2SC=3O[C@H](COCC3C12)C)C(=O)NCCO)C